ICC(CCCCCCCC)CC 1-iodo-2-ethyldecane